NC1=CC=C(C=C1)[C@H]1[C@@H](CN(CC1)C(=O)OC(C)(C)C)COC1=CC=C2CN(C(C2=C1)=O)C(=O)OC(C)(C)C |r| (+/-)-trans-tert-butyl 6-{[4-(4-aminophenyl)-1-(tert-butoxycarbonyl)piperidin-3-yl]methoxy}-1-oxoisoindoline-2-carboxylate